FC1=CC=C2C=3C=CC(=CC3NC2=C1)CC(=O)NC1=CC=C(C(=O)OCC)C=C1 ethyl 4-(2-(7-fluoro-9H-carbazol-2-yl)acetamido)benzoate